[H-].[Na+].FC([C@@H](C)O[C@@H](C(=O)O)C)(F)F (R)-2-(((R)-1,1,1-Trifluoropropan-2-yl)oxy)propanoic acid Sodium hydride